10-(3-((3aR,6aS)-3a,6a-dimethyltetrahydro-1H-furo[3,4-c]pyrrol-5(3H)-yl)propyl)-3,7-di(1H-indazol-5-yl)-10H-phenoxazine C[C@@]12[C@@](CN(C1)CCCN1C3=CC=C(C=C3OC=3C=C(C=CC13)C=1C=C3C=NNC3=CC1)C=1C=C3C=NNC3=CC1)(COC2)C